t-hexyl peroxyneodecanate C(CCCCCC(C)(C)C)(=O)OOC(C)(C)CCC